C(#N)C=1C(=NC=CC1)OCC(C(=O)OC)(C)C Methyl 3-((3-cyanopyridin-2-yl) oxy)-2,2-dimethylpropionate